N,N-dimethylammonio trifluoroacetate FC(C(=O)O[NH+](C)C)(F)F